1-(4-(6-chloro-4-(methoxy-d3)pyridin-3-yl)-1H-pyrazol-1-yl)-2-methylpropan-2-ol ClC1=CC(=C(C=N1)C=1C=NN(C1)CC(C)(O)C)OC([2H])([2H])[2H]